(R)-2-fluoro-N-(1-methyl-1H-pyrrolo[2,3-c]pyridin-7-yl)-N-(piperidin-3-yl)-4-(pyrimidin-2-ylamino)benzamide FC1=C(C(=O)N([C@H]2CNCCC2)C=2N=CC=C3C2N(C=C3)C)C=CC(=C1)NC1=NC=CC=N1